FC(C(=O)O)(F)F.C(#N)CC(N1N=CC(=C1)C=1C2=C(N=CN1)NC=C2)C=2C=C(C(=O)NC1=CC(=CC(=C1)OC)OC)C=CC2 3-{2-cyano-1-[4-(7H-pyrrolo-[2,3-d]pyrimidin-4-yl)-1H-pyrazol-1-yl]ethyl}-N-(3,5-dimethoxyphenyl)benzamide trifluoroacetate